C(C)(C)(C)OC(=O)N1C[C@@H](N(CC1)C1=NC(=NC(=C1C(=O)OC)Cl)OCC1(CC1)CN1CCOCC1)CO methyl 4-[(2R)-4-tert-butoxycarbonyl-2-(hydroxymethyl)piperazin-1-yl]-6-chloro-2-[[1-(morpholinomethyl)cyclopropyl]methoxy]pyrimidine-5-carboxylate